C1(=CC=CC=C1)N(C1=CC=C(C=C1)C1=CC=C(C=C1)C(=O)C=1CN(C2=CC=CC=C2C1O)C)C1=CC=CC=C1 3-[4'-(diphenylamino)-[1,1'-biphenyl]-4-carbonyl]-4-hydroxy-1-methylquinolin